2-methyl-5,11-dioxo-6,12-bis(isopropyloxycarbonyloxy)naphthonaphthalene CC=1C=CC2=C3C(C(C(=C2C1)OC(=O)OC(C)C)=O)=C1C=CC=CC1=C(C3=O)OC(=O)OC(C)C